C(C)OC(C(=C)C1=CC=2C(=NN(N2)C2=CC3=C(OCO3)C=C2O)C=C1)=O 2-[2-(6-hydroxybenzo[1,3]dioxol-5-yl)-2H-benzotriazol-5-yl]acrylic acid ethyl ester